C(#N)C1=CC=CC2=CC(=CC=C12)C#N 1,6-dicyanonaphthalene